C(C)(C)(C)OC(=O)N1CC2(C1)CC(C2)CC2=C(C=CC=C2OC)F 6-(2-fluoro-6-methoxybenzyl)-2-azaspiro[3.3]heptane-2-carboxylic acid tert-butyl ester